6-CYCLOPROPYLPYRIDINE-2-BORONIC ACID C1(CC1)C1=CC=CC(=N1)B(O)O